(S)-6-(2-(3-methoxybenzyl)pyrrolidin-1-yl)-4-morpholinopyridin-2(1H)-one COC=1C=C(C[C@H]2N(CCC2)C2=CC(=CC(N2)=O)N2CCOCC2)C=CC1